CC1=C(C=C(C=C1)NC(C1=NC(=CC=C1)C(F)(F)F)=O)N1N=CC(=C1)C=1C=NC=C(C1)N1CCN(CC1)C N-(4-methyl-3-(4-(5-(4-methylpiperazin-1-yl)pyridin-3-yl)-1H-pyrazol-1-yl)phenyl)-6-(trifluoromethyl)picolinamide